COC1=C(C=CC(=C1)OC)C=1C=C2C(=NC1)NC(N2CC(=O)N)=O 2-[6-(2,4-dimethoxyphenyl)-2-oxo-3H-imidazo[4,5-b]pyridin-1-yl]acetamide